N1(CCC1)CCCC1=NC2=C(N1C(=O)NCCCC1=CC=CC=C1)C=CC=C2 (3-(Azetidin-1-yl)propyl)-N-(3-phenylpropyl)-1H-benzo[d]imidazole-1-carboxamide